C(C(=C)C)(=O)OCC1C(OC1)CCF 3-(methacryloyloxymethyl)-2-fluoroethyloxetane